6-methoxy-N-(1-methyl-2-oxo-1,2-dihydropyridin-3-yl)-2-((5s,8s)-1-methyl-2-oxo-3-oxa-1-azaspiro[4.5]dec-8-yl)-2H-indazole-5-carboxamide COC=1C(=CC2=CN(N=C2C1)C1CCC2(COC(N2C)=O)CC1)C(=O)NC=1C(N(C=CC1)C)=O